C(C)(C)C(C)(C(C)C)N α,α-diisopropylethylamine